(3S)-3-(4-chloro-3-{[(2S,3R)-2-(4-chlorophenyl)-4,4,4-trifluoro-3-methylbutanoyl]amino}phenyl)-3-cyclopropylpropanoic acid ClC1=C(C=C(C=C1)[C@@H](CC(=O)O)C1CC1)NC([C@@H]([C@H](C(F)(F)F)C)C1=CC=C(C=C1)Cl)=O